4-(N-(3-(tert-butyl)-5-cyclopropylbenzyl)-2-(N-((3-fluoropyridin-4-yl)methyl)-(2,3,4,5,6-pentafluoro-phenyl)sulfonamido)acetamido)-3-methoxybenzoic acid C(C)(C)(C)C=1C=C(CN(C(CN(S(=O)(=O)C2=C(C(=C(C(=C2F)F)F)F)F)CC2=C(C=NC=C2)F)=O)C2=C(C=C(C(=O)O)C=C2)OC)C=C(C1)C1CC1